2-[5-(4-methoxybenzylidene)-4-oxo-2-thioxo-1,3-thiazolidin-3-yl]propionic acid COC1=CC=C(C=C2C(N(C(S2)=S)C(C(=O)O)C)=O)C=C1